(R)-2-hydroxy-N-(4-nitrophenyl)propionamide O[C@@H](C(=O)NC1=CC=C(C=C1)[N+](=O)[O-])C